C(C)(=O)O[IH]OC(C)=O iodanediyl diacetate